O1N=CC(=C1)CS(=O)(=NCC=1N=C2N(C=C(C=C2)C2=NOC(=N2)C(F)(F)F)C1)C (isoxazol-4-ylmethyl)(methyl)(((6-(5-(trifluoromethyl)-1,2,4-oxadiazol-3-yl)imidazo[1,2-a]pyridin-2-yl)methyl)imino)-sulfanone